sodium distyrene C=CC1=CC=CC=C1.C=CC1=CC=CC=C1.[Na]